CN1CC2=CC(=CC(=C2CC1)C)C=1N=C(C(=NC1)N)OC=1C=NN(C1)CC1(CCOCC1)F (2,5-dimethyl-1,2,3,4-tetrahydroisoquinolin-7-yl)-3-(1-((4-fluoro-tetrahydro-2H-pyran-4-yl)methyl)-1H-pyrazol-4-yloxy)pyrazin-2-amine